[Na+].[Na+].N[C@H]1C[C@H](NC1)C(=O)N1CC(C1)OC1=C(C=2O[B-](CCC2C=C1)(O)O)C(=O)O.N[C@H]1C[C@H](NC1)C(=O)N1CC(C1)OC1=C(C=2O[B-](CCC2C=C1)(O)O)C(=O)O 8-({1-[(4S)-4-amino-L-prolyl]azetidin-3-yl}oxy)-4,4-dihydroxy-5-oxa-4-boranuidabicyclo[4.4.0]deca-1(6),7,9-triene-7-carboxylic acid disodium salt